tert-butyl((2',2'-dimethyl-3H-dispiro[isobenzofuran-1,4'-cyclohexane-1',2''-[1,3]dioxolan]-3-yl)methoxy)dimethylsilane C(C)(C)(C)[Si](C)(C)OCC1OC2(CC(C3(OCCO3)CC2)(C)C)C2=CC=CC=C12